ClC1=CC=C2C(=CNC2=C1C=1N=NC=CC1)S(=O)(=O)Cl 6-chloro-7-pyridazin-3-yl-1H-indole-3-sulfonyl chloride